C(C)(C)(C)OC(CCCCCCCCCCCCC(=O)O)=O 14-(tert-butoxy)-14-oxotetradecanoic acid